C(C1=CC=CC=C1)OC1=CC(=C(C(=C1)OC1=C(C(=C(C(=C1C)C)C(=O)OC1=C(C(=C(C(=O)OC2=C(C(=C(C(=O)O)C(=C2C)C)C)CC)C(=C1)C)C)C)O)Cl)C)OC 4-(4-{4-[4-(benzyloxy)-2-methoxy-6-toluoxy]-3-chloro-2-hydroxy-5,6-xylylcarbonyloxy}-2,3,6-trimethylbenzoyloxy)-3-ethyl-2,5,6-trimethylbenzoic acid